cerotic acid anion C(CCCCCCCCCCCCCCCCCCCCCCCCC)(=O)[O-]